FC=1C=C(C#N)C=CC1COC1=NC(=CC=C1)C=1CCNCC1 3-fluoro-4-[[6-(1,2,3,6-tetrahydropyridin-4-yl)-2-pyridyl]oxymethyl]-benzonitrile